((S)-3-(1-ethylcyclopropyl)-1-(((S)-1-hydroxy-3-((S)-2-oxopyrrolidin-3-yl)propan-2-yl)amino)-1-oxopropan-2-yl)carbamic acid 2-(3-chlorophenyl)-2,2-difluoro-1-phenylethyl ester ClC=1C=C(C=CC1)C(C(C1=CC=CC=C1)OC(N[C@H](C(=O)N[C@H](CO)C[C@H]1C(NCC1)=O)CC1(CC1)CC)=O)(F)F